(2S)-methyl 2-(2,2-difluoro-6-azaspiro[3.4]octane-7-carboxamido)-3-((S)-2-oxopiperidin-3-yl)propanoate FC1(CC2(C1)CNC(C2)C(=O)N[C@H](C(=O)OC)C[C@H]2C(NCCC2)=O)F